C(C)(=O)O[C@H]1[C@@H](O[C@@H]([C@H]1OC(C)=O)COC(CCCCCC)=O)N1C(=O)NC(=O)C=C1 2',3'-di-O-acetyl-5'-O-heptanoyl-uridine